C1=CC=C(C=C1)NC(=S)NCC2=CC(=CC=C2)CNC(=S)NC3=CC=CC=C3 1,3-[bis(3-phenylthioureidomethyl)]benzene